COC=1C=C(C=CC1OC)C1CC=CC=2C3=CC=CC=C3C=CC12 (3,4-dimethoxyphenyl)-1H-phenanthrene